7-chloro-11-oxo-10,11-dihydrodibenzo[b,f][1,4]thiazepine-8-carboxylic acid 5,5-dioxide ClC=1C(=CC2=C(S(C3=C(C(N2)=O)C=CC=C3)(=O)=O)C1)C(=O)O